isopropyl-titanium tripalmitate C(CCCCCCCCCCCCCCC)(=O)[O-].C(CCCCCCCCCCCCCCC)(=O)[O-].C(CCCCCCCCCCCCCCC)(=O)[O-].C(C)(C)[Ti+3]